S1C(=[NH+]C2=C1C=CC=C2)S(=O)(=O)[O-] benzothiazoliumsulfonate